Diacetyl-Pyridine C(C)(=O)C=1C(=NC=CC1)C(C)=O